C1=CC=CC=2C3=CC=CC=C3N(C12)C=1C=C(C=C(C1)N1C2=CC=CC=C2C=2C=CC=CC12)C=1C(=CC=CC1)C#N 3',5'-bis(N-carbazolyl)-[1,1'-biphenyl]-2-carbonitrile